lithium bis(salicylic acid) borate B([O-])([O-])[O-].C(C=1C(O)=CC=CC1)(=O)O.C(C=1C(O)=CC=CC1)(=O)O.[Li+].[Li+].[Li+]